ClC=1C=C(C=CC1OCC=1C=NC(=CC1)C1CCOCC1)NC1=C(C(=NC2=CC(=C(C=C12)NC(\C=C\CN(C)C)=O)OCC)CC)C#N (E)-N-(4-((3-chloro-4-((6-(tetrahydro-2H-pyran-4-yl)pyridin-3-yl)methoxy)phenyl)amino)-3-cyano-7-ethoxy-2-ethylquinolin-6-yl)-4-(dimethylamino)but-2-enamide